C1(CC1)N1[C@@H](CN(CC1)C1=C(C=C(C(=C1)OC)NC1=NC=NC(=C1)N1OCC[C@@H]1C1=CC(=CC=C1)OC1=CC=CC=C1)NC(C=C)=O)C N-(2-((R)-4-cyclopropyl-3-methyl-piperazin-1-yl)-4-methoxy-5-((6-((R)-3-(3-phenoxy-phenyl)isoxazolidin-2-yl)pyrimidin-4-yl)amino)-phenyl)acrylamide